3-bromo-N2,5-dimethyl-benzene-1,2-diamine BrC1=C(C(=CC(=C1)C)N)NC